FC1=C(C=2[C@](C3=C(NC2N=C1)CC(CC3=O)(C)C)(C3=CC(=CC=C3)S(=O)(=O)C)C)C (R)-3-fluoro-4,5,8,8-tetramethyl-5-(3-(methylsulfonyl)phenyl)-7,8,9,10-tetrahydrobenzo[b][1,8]naphthyridin-6(5H)-one